(2R,3R,4S,5R,6R)-2-(acetoxymethyl)-4-azido-6-bromotetrahydro-2H-pyran-3,5-diyl diacetate C(C)(=O)O[C@H]1[C@H](O[C@@H]([C@@H]([C@H]1N=[N+]=[N-])OC(C)=O)Br)COC(C)=O